2,3-Dihydro-1,3-oxazepine O1CNC=CC=C1